O[C@@H]1C[C@H](N(C1)C([C@H](C(C)(C)C)NC(CCN1CCN(CC1)CCC(=O)O)=O)=O)C(NCC1=CC=C(C=C1)C1=C(N=CS1)C)=O 3-(4-(3-(((S)-1-((2S,4R)-4-Hydroxy-2-((4-(4-methylthiazol-5-yl)benzyl)carbamoyl)pyrrolidin-1-yl)-3,3-dimethyl-1-oxoBut-2-yl)amino)-3-oxopropyl)piperazin-1-yl)propionic acid